N-[4-[[3-[2-(1r,4r)-[(4-Aminocyclohexyl)amino]pyrimidin-4-yl]-4-pyridyl]oxy]-3-fluorophenyl]2-ethynylbenzenesulfonamide NC1CCC(CC1)NC1=NC=CC(=N1)C=1C=NC=CC1OC1=C(C=C(C=C1)NS(=O)(=O)C1=C(C=CC=C1)C#C)F